tetra-hydroxyethyl-ammonium bromide [Br-].OC(C(O)(O)O)[NH3+]